C(N)(=O)[C@H]1N(C[C@@]2(C(NC3(CC3)CC2)=O)C1)C([C@H](CC(C)C)N(C(OC(C)(C)C)=O)C)=O tert-butyl ((S)-1-((6S,9S)-9-carbamoyl-5-oxo-4,8-diazadispiro[2.2.46.23]dodecan-8-yl)-4-methyl-1-oxopentan-2-yl)(methyl)carbamate